(6S)-6-{2-Chloro-3-[2-fluoro-4-(methylsulfonyl)phenyl]phenyl}-3-[(1S*,3S*)-4,4-difluoro-3-methoxy-cyclohexyl]-2-imino-6-methyl-hexahydropyrimidin-4-one hydrochloride Cl.ClC1=C(C=CC=C1C1=C(C=C(C=C1)S(=O)(=O)C)F)[C@@]1(CC(N(C(N1)=N)[C@@H]1C[C@@H](C(CC1)(F)F)OC)=O)C |o1:26,28|